3H,4H-[1,2,3]triazolo[4,5-b]indole N1=NNC=2NC=3C=CC=CC3C21